2-(fluoromethyl)-2,6,6-trimethyl-tetrahydropyran-4-ol FCC1(OC(CC(C1)O)(C)C)C